ClC=1C(=CC(=C(CN[C@](C(=O)O)(CO)C)C1)OCC=1C=NC=C(C1)C#N)OCC=1C(=C(C=CC1)C1=C(C(=CC=C1)C1=CC(=CC=C1)CNC)C)C (S)-2-((5-chloro-2-((5-cyanopyridin-3-yl)methoxy)-4-((2,2'-dimethyl-3''-((methylamino)methyl)-[1,1':3',1''-terphenyl]-3-yl)methoxy)benzyl)amino)-3-hydroxy-2-methylpropanoic acid